1-[4-(4-oxo-5-azaspiro[2.5]octan-5-yl)pyrimidin-2-yl]piperidine-4-carboxylic acid O=C1C2(CC2)CCCN1C1=NC(=NC=C1)N1CCC(CC1)C(=O)O